5-(3,6-diazabicyclo[3.1.1]heptan-6-yl)-2-(2,6-dioxopiperidin-3-yl)-4,6,7-trifluoroisoindoline-1,3-dione C12CNCC(N1C=1C(=C3C(N(C(C3=C(C1F)F)=O)C1C(NC(CC1)=O)=O)=O)F)C2